C(CCC)(=O)OC=1C(OC(CCC)=O)=CC(=CC1CC(C)C)CC=C 4-allyl-6-isobutylpyrocatechol di-n-butyrate